4-[(3'-{[(3R)-2-[(phenylmethoxy)carbonyl]-3-methyl-7-oxo-9-oxa-2,6-diazaspiro[4.5]dec-1-yl]methyl}-2'-fluoro-[1,1'-biphenyl]-2-yl)oxy]butanoic acid C1(=CC=CC=C1)COC(=O)N1C(C2(C[C@H]1C)NC(COC2)=O)CC=2C(=C(C=CC2)C2=C(C=CC=C2)OCCCC(=O)O)F